1-[5-[4-(3-bromo-4-fluorophenyl)-5-oxo-4,5-dihydro-1,2,4-oxadiazol-3-yl]-2-(isobutylamino)phenyl]-3-(4-chlorophenyl)urea BrC=1C=C(C=CC1F)N1C(=NOC1=O)C=1C=CC(=C(C1)NC(=O)NC1=CC=C(C=C1)Cl)NCC(C)C